N-(((S)-3-(4-(3-thia-8-aza-bicyclo[3.2.1]oct-8-yl)-3-fluorophenyl)-2-oxooxazolidine-5-yl)methyl)butanamide C12CSCC(CC1)N2C2=C(C=C(C=C2)N2C(O[C@H](C2)CNC(CCC)=O)=O)F